3,3-dibutyl-8-hydroxy-7-(methylthio)-5-phenyl-2,3,4,5-tetrahydrobenzo[f][1,2,5]thiadiazepine 1,1-dioxide C(CCC)C1(NS(C2=C(N(C1)C1=CC=CC=C1)C=C(C(=C2)O)SC)(=O)=O)CCCC